N1CCC(CC1)C(=O)N piperidin-4-carboxamid